4'-(Piperazin-1-yl)-2'-((tetrahydro-1H-pyrrolizin-7a(5H)-yl)methoxy)-3,4,5',8'-tetrahydro-2H,6'H-spiro[naphthalene-1,7'-quinazoline] N1(CCNCC1)C1=NC(=NC=2CC3(CCC12)CCCC1=CC=CC=C13)OCC13CCCN3CCC1